C(C)C1=NC=2C(=CC(=CC2C=2N1C=CN2)C)[C@@H](C)N[S@](=O)C(C)(C)C (R)-N-((R)-1-(5-ethyl-9-methyl-imidazo[1,2-c]quinazolin-7-yl)ethyl)-2-methylpropane-2-sulfinamide